4-([[7-(methoxycarbonyl)thieno[3,2-d]pyrimidin-4-yl]-amino]methyl)-phenylboronic acid COC(=O)C1=CSC2=C1N=CN=C2NCC2=CC=C(C=C2)B(O)O